COC1=NC=CC=C1CC(=O)O 2-(2-methoxy-3-pyridyl)acetic acid